[Br-].C(C)N1CN(C(=C1C1=CC=C(C=C1)Br)C1=CC=C(C=C1)Br)CC 1,3-diethyl-4,5-bis(4'-bromophenyl)-1H-imidazole bromide